CC(C)/C=C/C(=C)C 2,5-dimethylhexadiene